tert-butyl 3-(2-(2-hydroxyethoxy)ethoxy)propanoate OCCOCCOCCC(=O)OC(C)(C)C